bis[4-(carbazole-9-yl)phenyl]-N,N'-diphenyl-9,9-dimethylfluorene-2,7-diamine C1=CC=CC=2C3=CC=CC=C3N(C12)C1=CC=C(C=C1)C=1C(=C(C=2C(C3=CC(=CC=C3C2C1)NC1=CC=CC=C1)(C)C)C1=CC=C(C=C1)N1C2=CC=CC=C2C=2C=CC=CC12)NC1=CC=CC=C1